N-[2-(6-{[(1R)-1-cyclopropylethyl]amino}-3-(trifluoromethyl)pyridin-2-yl)-5-(2,6-difluoro-4-methoxyphenyl)-1-methyl-3-oxo-2,3-dihydro-1H-pyrazol-4-yl]-4-(difluoromethoxy)benzamide C1(CC1)[C@@H](C)NC1=CC=C(C(=N1)N1N(C(=C(C1=O)NC(C1=CC=C(C=C1)OC(F)F)=O)C1=C(C=C(C=C1F)OC)F)C)C(F)(F)F